NC1=C2NC(N(C2=NC=N1)[C@H]1[C@H](CN(CC1)C(=O)OC(C)(C)C)F)=O tert-butyl (3S,4R)-4-(6-amino-8-oxo-7H-purin-9-yl)-3-fluoropiperidine-1-carboxylate